ClC1=CC2=C(N(C(C(N2C)=O)=O)C2CCN(CC2)C(=O)N(C2=CC=C(C=C2)OC(F)(F)F)CC2CC2)N=C1 4-(7-Chloro-1-methyl-2,3-dioxo-2,3-dihydropyrido[2,3-b]pyrazin-4(1H)-yl)-N-(Cyclopropylmethyl)-N-(4-(trifluoromethoxy)phenyl)piperidine-1-carboxamide